7-methyltridec-10-ene-2,5-dione CC(CC(CCC(C)=O)=O)CCC=CCC